C12(CC(C1)C2)NS(=O)(=O)C=2C=CC(=C(C(=O)N)C2)F 5-(N-(bicyclo[1.1.1]pentan-1-yl)sulfamoyl)-2-fluorobenzamide